FC1=C(C=CC(=C1F)OC)C1=CN=C2N1C=CN=C2NC=2C=C1CCN(C(C1=CC2)=O)CCCNC 6-[[3-(2,3-difluoro-4-methoxyphenyl)imidazo[1,2-a]pyrazin-8-yl]amino]-2-[3-(methylamino)propyl]-3,4-dihydroisoquinolin-1-one